ClC=1C=2C(N(C(C1C1=NC3=C(N1)C=C(C=C3F)OC)=O)CC3=CC=C(C=C3)OC)=CN(N2)C 7-Chloro-6-(4-fluoro-6-methoxy-1H-benzo[d]imidazol-2-yl)-4-(4-methoxybenzyl)-2-methyl-2H-pyrazolo[4,3-b]pyridin-5(4H)-one